Di-n-pentyl-bis-(2-methoxyethoxy)silane 2-amino-3-(2-chlorophenyl)propyl-(aminocarbonyl)carbamate NC(CN(C(O)=O)C(=O)N)CC1=C(C=CC=C1)Cl.C(CCCC)[Si](OCCOC)(OCCOC)CCCCC